ClC=1C(=C(C=CC1)C)C1(CNC1)NC1=CC=C2C(C(N(C2=C1)C)=O)(C)C 6-(3-(3-chloro-2-tolyl)-3-azetidinylamino)-1-methyl-3,3-dimethyl-2-indolinone